4-(azidomethyl)-1-nitrobenzene N(=[N+]=[N-])CC1=CC=C(C=C1)[N+](=O)[O-]